methyl (7S)-2-benzyl-3-[2-[(2R,6R)-2,6-dimethylmorpholin-4-yl]ethyl]-7-methyl-3H,6H,7H,8H,9H-imidazo[4,5-f]quinoline-6-carboxylate C(C1=CC=CC=C1)C=1N(C=2C(=C3CC[C@@H](N(C3=CC2)C(=O)OC)C)N1)CCN1C[C@H](O[C@@H](C1)C)C